C12(CC(C1)C2)NC(O[C@H]2[C@@H](C[C@H](C2)C2=NN(C(=C2)N)C(C)(C)C)F)=O (1R,2R,4S)-4-(5-amino-1-(tert-butyl)-1H-pyrazol-3-yl)-2-fluorocyclopentyl bicyclo[1.1.1]pentan-1-ylcarbamate